dibromophenylruthenium (II) BrC=1C(=C(C=CC1)[Ru+])Br